N-acetyl-N-methoxy-4-(methylamino)butanamide C(C)(=O)N(C(CCCNC)=O)OC